1-[4-[benzenesulfonyl(methyl)amino]-2-fluoro-phenyl]-7-fluoro-2,3,4,9-tetrahydro-1H-pyrido[3,4-b]indole-3-carboxylic acid C1(=CC=CC=C1)S(=O)(=O)N(C1=CC(=C(C=C1)C1NC(CC2=C1NC1=CC(=CC=C21)F)C(=O)O)F)C